2-fluoro-4-methyl-N-(1H-pyrazol-3-yl)-5-(4,4,5,5-tetramethyl-1,3,2-dioxaborolan-2-yl)benzamide FC1=C(C(=O)NC2=NNC=C2)C=C(C(=C1)C)B1OC(C(O1)(C)C)(C)C